C(C)OC(=O)C=1N(C2=CC=C(C=C2C1)[N+](=O)[O-])COCC 1-(ethoxymethyl)-5-nitro-1H-indole-2-carboxylic acid ethyl ester